3-(1-ethyl-5-methylpyrazole-3-amido)-5-fluorobenzoic acid C(C)N1N=C(C=C1C)C(=O)NC=1C=C(C(=O)O)C=C(C1)F